BrC1=CC=C(C=C1)Br 1,4-dibromobenzene